N=1N2C(=C(C1)S(=O)(=O)N1CCN(CC1)C=1C(=CC=3N(N1)C=CN3)C)CCC2 6-(4-((5,6-dihydro-4H-pyrrolo[1,2-b]pyrazol-3-yl)sulfonyl)piperazin-1-yl)-7-methylimidazo[1,2-b]pyridazine